S1C2=C(C=C1C=O)SC=C2 Thieno[3,2-b]Thiophene-2-carbaldehyde